B([O-])([O-])[O-].P(=O)([O-])([O-])[O-].[Fe+6] iron phosphate borate